BrC1=NC=2C=C(C=CC2C2=C1COC2)CN(C(=O)C=2C=NC(=CC2)C2CC2)C2=C(C=C(C=C2)F)OC N-({4-bromo-1H,3H-furo[3,4-c]quinolin-7-yl}methyl)-6-cyclopropyl-N-(4-fluoro-2-methoxyphenyl)pyridine-3-carboxamide